F[C@H]1CN(CC[C@H]1NC=1C=2N(C=CC1)C(=C(N2)C#CCNC2=C(C=C(C=C2)S(=O)(=O)C)OC)C=C)C(=O)OC methyl (3S,4R)-3-fluoro-4-((2-(3-((2-methoxy-4-(methylsulfonyl)phenyl)amino)prop-1-yn-1-yl)-3-vinylimidazo[1,2-a]pyridin-8-yl)amino)piperidine-1-carboxylate